tert-butyl (2-(2-((2-(2,6-dioxopiperidin-3-yl)-1,3-dioxoisoindolin-4-yl)oxy)acetamido)ethyl)carbamate O=C1NC(CCC1N1C(C2=CC=CC(=C2C1=O)OCC(=O)NCCNC(OC(C)(C)C)=O)=O)=O